NC1=C(C(=O)N)C(=CC(=N1)OC)OC 2-amino-4,6-dimethoxy-nicotinamide